phenyl-methylenebis(tricyclohexylphosphorus) ruthenium dichloride [Ru](Cl)Cl.C1(=CC=CC=C1)C([P](C1CCCCC1)(C1CCCCC1)C1CCCCC1)[P](C1CCCCC1)(C1CCCCC1)C1CCCCC1